NC=1N=NC(=CC1N1C[C@H]2CC[C@@H](C1)N2C2=NC=CC(=N2)C2CCC(CC2)=O)C2=C(C=CC=C2)O 4-(2-((1R,5S)-3-(3-amino-6-(2-hydroxyphenyl)pyridazin-4-yl)-3,8-diazabicyclo[3.2.1]octan-8-yl)pyrimidin-4-yl)cyclohexanone